CC=1C(=NNC(C1)=O)C#N 4-methyl-6-oxo-1,6-dihydropyridazine-3-carbonitrile